FC1(CCN(CC1)C(=O)NC[C@H]1NC([C@H](SCC1)C1=CC=C(C=C1)OC1=CC=CC=C1)=O)F 4,4-difluoro-N-[[(2R,5S)-3-oxo-2-(4-phenoxyphenyl)-1,4-thiazepan-5-yl]methyl]piperidine-1-carboxamide